NC1=NC=CC2=CC(=CC=C12)CNC(C1=C(N=CC(=C1)Cl)N(C1=CC=CC=C1)C)=O N-((1-aminoisoquinolin-6-yl)methyl)-5-chloro-2-(methyl-(phenyl)amino)nicotinamide